C1(=CC=CC=C1)C(=C1C=CC=C1)C1=CC=CC=C1 6,6-diphenylfulvene